(2-hydroxy-7-azaspiro[3.5]nonan-7-yl)-N-(4-((2-hydroxyethyl)sulfonylamino)-2-(6-azaspiro[2.5]octan-6-yl)phenyl)thiazole-4-carboxamide (3-Acetyl-5-(trifluoromethyl)phenyl)carbamate C(C)(=O)C=1C=C(C=C(C1)C(F)(F)F)NC(O)=O.OC1CC2(C1)CCN(CC2)C=2SC=C(N2)C(=O)NC2=C(C=C(C=C2)NS(=O)(=O)CCO)N2CCC1(CC1)CC2